(S)-2-methyl-N-[spiro[furo[2,3-c]pyridine-2,4-piperidin]-3-ylidene]-propane-2-sulfinamide CC(C)(C)[S@](=O)N=C1C=2C(=CN=CC2)OC12CCNCC2